2-methoxyethyl chloroformate ClC(=O)OCCOC